Cl[V](=NC(C)(C)CC)(Cl)Cl trichloro(tert-amylimino)Vanadium